2-Ethyl ether CCOCC